(2E)-3-(3,4-diethoxyphenyl)acrylic acid C(C)OC=1C=C(C=CC1OCC)/C=C/C(=O)O